(NE,R)-2-methyl-N-tetralin-1-ylidene-propane-2-sulfinamide CC(C)(C)[S@@](=O)/N=C/1\CCCC2=CC=CC=C12